vinyl acetate, tartaric acid salt C(C(O)C(O)C(=O)O)(=O)O.C(C)(=O)OC=C